COC(=O)C=1C=2N(C=CC1C=1C=NN(C1C)CC13CC4CC(CC(C1)C4)C3)C(=CN2)NC2=NN(C=C2C(N)=O)C 7-(1-(adamantan-1-ylmethyl)-5-methyl-1H-pyrazol-4-yl)-3-((4-carbamoyl-1-methyl-1H-pyrazol-3-yl)amino)imidazo[1,2-a]pyridine-8-carboxylic acid methyl ester